FC=1C(=C(N)C(=CC1F)C(C)C)C1=CC(=NC=C1)F 3,4-difluoro-2-(2-fluoro-pyridin-4-yl)-6-isopropylaniline